ClC=1C=CC2=C(N=C(S2)C2CC3(CC(C3)C=3C(=NC=CC3C(=O)N)S(=O)(=O)CC)C2)C1 [6-(5-chloro-1,3-benzothiazol-2-yl)spiro[3.3]heptan-2-yl]-2-ethylsulfonyl-pyridine-4-carboxamide